phenoxyiso-propanol O(C1=CC=CC=C1)C(C)(C)O